C(C)(C)C1=C(NC2=CC=C(C=C12)OC1CCN(CC1)C)C=1C(=C(C=2N(C1)C=NN2)C)C 6-(3-isopropyl-5-((1-methylpiperidin-4-yl)oxy)-1H-indol-2-yl)-7,8-dimethyl-[1,2,4]triazolo[4,3-a]pyridine